C(C)OC=1C=CC=C2C3=C(NC12)CN(CC3)CCC3CC(C3)NC(N(C)C)=O (3-(2-(8-ethoxy-1,3,4,9-tetrahydro-2H-pyrido[3,4-B]indol-2-yl)ethyl)cyclobutyl)-1,1-dimethylurea